6-(1-isopropyl-4-(trifluoromethyl)-1H-imidazol-2-yl)-2,3-dihydrobenzofuran-3-amine C(C)(C)N1C(=NC(=C1)C(F)(F)F)C1=CC2=C(C(CO2)N)C=C1